(5-bromo-2-chlorophenyl)({5-[2-(3-fluoroazetidin-1-yl)ethyl]-2-oxo-4-(trifluoromethyl)pyridin-1-yl})acetic acid BrC=1C=CC(=C(C1)C(C(=O)O)N1C(C=C(C(=C1)CCN1CC(C1)F)C(F)(F)F)=O)Cl